5-[3-carboxyl-5-methyl-4-oxopyridazin-1(4H)-yl]isophthalic acid C(=O)(O)C1=NN(C=C(C1=O)C)C=1C=C(C=C(C(=O)O)C1)C(=O)O